C(C1=CC=CC=C1)OC1=CC=C(C=C1)C=1N(C2=C(CN(CC2)C(=O)OC(C)(C)C)N1)C(=O)OC(C)(C)C di-tert-butyl 2-(4-(benzyloxy) phenyl)-6,7-dihydro-1H-imidazo[4,5-c]pyridine-1,5(4H)-dicarboxylate